C(C)(C)(C)OC(=O)N1C[C@H]([C@@H](C1)C)O (3S,4R)-3-hydroxy-4-methylpyrrolidine-1-carboxylic acid tert-butyl ester